FC(CN1N=C(C2=CC=C(C=C12)[C@@H]1[C@H](C1)C=1C=2N(N=C(C1)C=1C(NC(NC1)=O)=O)C=CN2)C(F)(F)F)(F)F 5-(8-((1S,2S)-2-(1-(2,2,2-trifluoroethyl)-3-(trifluoromethyl)-1H-indazol-6-yl)cyclopropyl)imidazo[1,2-b]pyridazin-6-yl)pyrimidine-2,4(1H,3H)-dione